(S)-4-(5-(3,5-dimethylisoxazol-4-yl)-1-(1-(pyridin-2-yl)ethyl)-1H-pyrrolo[2,3-b]pyridin-3-yl)-3-fluorobenzoic acid CC1=NOC(=C1C=1C=C2C(=NC1)N(C=C2C2=C(C=C(C(=O)O)C=C2)F)[C@@H](C)C2=NC=CC=C2)C